calcium magnesium Silicate [Si]([O-])([O-])([O-])[O-].[Mg+2].[Ca+2]